N1C=NC(=C1)C1=C(N=C2N1C=CC=N2)C2=NC(=NN2)C(F)(F)F 3-(1H-imidazol-4-yl)-2-(3-(trifluoromethyl)-1H-1,2,4-triazol-5-yl)imidazo[1,2-a]pyrimidine